C(C1=CC=CC=C1)N(C1CCC(CC1)(O[Si](C)(C)C)C(F)(F)F)CC1=CC=CC=C1 N,N-dibenzyl-4-(trifluoromethyl)-4-[(trimethylsilyl)oxy]Cyclohexane-1-amine